C(#N)C1=C(CNC2=NC(=NC=C2)NC=2C=NN(C2)C)C=CC=C1 4-[(2-cyano-benzyl)amino]-2-[(1-methyl-1H-pyrazol-4-yl)amino]pyrimidin